C12C=C(CC(CC1)O2)C=2N=C(N1C(=NC=CC12)N)C1=CC=C(C=C1)OC1=CC=CC=C1 1-(8-oxabicyclo[3.2.1]oct-2-en-3-yl)-3-(4-phenoxyphenyl)imidazo[1,5-c]pyrimidin-5-amine